3-[2-(2-propoxyethoxy)ethoxy]propanamide ethyl-P-(4-(5-(chlorodifluoromethyl)-1,2,4-oxadiazol-3-yl)phenyl)-N-(2,4-difluorobenzyl)phosphonamidate C(C)OP(=O)(NCC1=C(C=C(C=C1)F)F)C1=CC=C(C=C1)C1=NOC(=N1)C(F)(F)Cl.C(CC)OCCOCCOCCC(=O)N